C1=CC=CC=2C3=CC=CC=C3C(C12)COC(=O)N[C@H](C(=O)N[C@H](C(=O)OC(C)(C)C)CCC(C=[N+]=[N-])=O)CC1=CN(C2=CC=CC=C12)C tert-Butyl (S)-2-((S)-2-((((9H-fluoren-9-yl)methoxy)carbonyl)amino)-3-(1-methyl-1H-indol-3-yl)propanamido)-6-diazo-5-oxohexanoate